ClC1=NC=CC(=N1)OC1CCC(CC1)C(=O)OC methyl (1r,4r)-4-((2-chloropyrimidin-4-yl)oxy)cyclohexane-1-carboxylate